C(#N)C1=CC(=C(C=C1)CNC(C)=O)OC N-[(4-cyano-2-methoxyphenyl)-methyl]acetamid